C(C)OC1=NC(=CC2=C1C=NN2C2CCOCC2)C2=CC=CC=C2 4-ethoxy-6-phenyl-1-(tetrahydro-2H-pyran-4-yl)-1H-pyrazolo[4,3-c]pyridine